tert-butyl 5-(4-fluoro-6-pyrazolo[1,5-a]pyridin-3-yl-2-pyridyl)-3,6-dihydro-2H-pyridine-1-carboxylate FC1=CC(=NC(=C1)C=1C=NN2C1C=CC=C2)C2=CCCN(C2)C(=O)OC(C)(C)C